ethyl 5-(2-aminoethyl)-1-methyl-4,5,6,7-tetrahydro-1H-pyrrolo[3,2-c]pyridine-2-carboxylate NCCN1CC2=C(CC1)N(C(=C2)C(=O)OCC)C